FC(C1=CC=C(CNC(C(=O)O)C2=CC(=CC=C2)C(F)(F)F)C=C1)(F)F 2-((4-trifluoromethylbenzyl)amino)-2-(3-trifluoromethylphenyl)acetic acid